((2-(((S)-3,3-dimethyl-1-((S)-2-((3aR,6aR)-octahydropyrrolo[3,4-b]pyrrole-5-carbonyl)pyrrolidin-1-yl)-1-oxobutan-2-yl)carbamoyl)benzo[b]thiophen-5-yl)difluoromethyl)phosphonic acid CC([C@@H](C(=O)N1[C@@H](CCC1)C(=O)N1C[C@@H]2NCC[C@@H]2C1)NC(=O)C1=CC2=C(S1)C=CC(=C2)C(F)(F)P(O)(O)=O)(C)C